CC1=NN=C(O1)[C@@]12CCC[C@@H](N1C(=O)NC1=CC(=C(C=C1)C)C=1C=NC=3N(C1)C=CC3)C2 (1S,5R)-1-(5-methyl-1,3,4-oxadiazol-2-yl)-N-(4-methyl-3-(pyrrolo[1,2-a]pyrimidin-3-yl)phenyl)-6-azabicyclo[3.1.1]heptane-6-carboxamide